[2,3-dichloro-4-fluoro-5-({[5-isopropyl-1-(3-phenylpropyl)-1H-pyrazole-4-yl]carbonyl}amino)phenyl]acetic acid ClC1=C(C=C(C(=C1Cl)F)NC(=O)C=1C=NN(C1C(C)C)CCCC1=CC=CC=C1)CC(=O)O